CC1=C(C(=CC(=C1)OCCC)CC)O 2-Methyl-6-ethyl-4-propoxy-phenol